2-methyl-2,6-dihydropyrido[3,4-d]Pyridazine-1,7-dione CN1N=CC=2C(C1=O)=CC(NC2)=O